(phenyl-naphthyl)(naphthobenzofuranyl)anthracene C1(=CC=CC=C1)C1=C(C2=CC=CC=C2C=C1)C1=C(C2=CC3=CC=CC=C3C=C2C=C1)C1=COC=2C1=CC=C1C2C=CC2=CC=CC=C21